[Ca].[Pb] plumbum-calcium